1-(2-ethoxyethyl)-3-methylimidazolium C(C)OCCN1C=[N+](C=C1)C